COC=1C=C(C=CC1OC)C=1NC2=CC=C(C=C2C1C(C)C)C1=CC=C(CN2CCOCC2)C=C1 4-(4-(2-(3,4-dimethoxyphenyl)-3-isopropyl-1H-indol-5-yl)benzyl)morpholine